ClC1=CC=C(C(=N1)C(=O)O)N[C@@H](C)C=1C=C(C=C2C(N(C(=NC12)O)C)=O)C (S)-6-Chloro-3-((1-(2-hydroxy-3,6-dimethyl-4-oxo-3,4-dihydroquinazolin-8-yl)ethyl)amino)picolinic acid